N-methyl-1-(pyrimidin-4-yl)methylamine hydrochloride Cl.CNCC1=NC=NC=C1